4,8-dimethyl-3-(1-propionyl-5-(p-tolyl)-4,5-dihydro-1H-pyrazol-3-yl)-1,7-naphthyridin-2(1H)-one CC1=C(C(NC2=C(N=CC=C12)C)=O)C1=NN(C(C1)C1=CC=C(C=C1)C)C(CC)=O